quinolin-7-ylcarbamate N1=CC=CC2=CC=C(C=C12)NC([O-])=O